BrCS(=O)(=O)CC 1-(bromomethylsulfonyl)ethane